2-(tert-butyl)-N-(3-chloro-4-fluorophenyl)-2,3-dihydrobenzo[d]isothiazole-4-carboxamide C(C)(C)(C)N1SC=2C(C1)=C(C=CC2)C(=O)NC2=CC(=C(C=C2)F)Cl